(1R,2R,3S)-2-(chloromethyl)-5-(4-fluorobenzyl)-2-methyl-1-(1H-1,2,4-triazol-1-ylmethyl)cyclopentan-1-ol ClC[C@]1([C@@](C(CC1)CC1=CC=C(C=C1)F)(O)CN1N=CN=C1)C